COC1=C(C=C(C=C1)C(C#N)(C)C)[N+](=O)[O-] 2-(4-methoxy-3-nitrophenyl)-2-methylpropanenitrile